C(C=C)(=O)OCCCCC(CNCCC[Si](OCC)(OCC)OCC)O N-(3-acryloxypropyl-2-hydroxypropyl)-3-aminopropyl-triethoxysilane